lithium hexafluorophosphate salt lithium [Li+].F[P-](F)(F)(F)(F)F.[Li+].F[P-](F)(F)(F)(F)F